N-(4-((2-(1,1-difluoroethyl)-6-(3-methoxycyclobutyl)oxypyrimidin-4-yl)amino)-5-ethoxypyridin-2-yl)acetamide FC(C)(F)C1=NC(=CC(=N1)NC1=CC(=NC=C1OCC)NC(C)=O)OC1CC(C1)OC